COC1=C2C(NC(=NC2=CC(=C1)OC)C1=CC=C(C=C1)N1CCC(CC1)N(C)CC=1C=C2CN(C(C2=CC1)=O)C1C(NC(CC1)=O)=O)=O 3-(5-(((1-(4-(5,7-dimethoxy-4-oxo-3,4-dihydroquinazolin-2-yl)phenyl)piperidin-4-yl)(methyl)amino)methyl)-1-oxoisoindolin-2-yl)piperidine-2,6-dione